2-((1Z,4Z)-hepta-1,4-dien-1-yl)thiophen C(=C/C\C=C/CC)/C=1SC=CC1